FC([C@@H](C)NC=1N=CC2=C(N1)NC=C2C2=CC=1N(C=C2)N=CC1C(=O)N)(F)F 5-(2-(((R)-1,1,1-trifluoropropan-2-yl)amino)-7H-pyrrolo[2,3-d]pyrimidin-5-yl)pyrazolo[1,5-a]pyridine-3-carboxamide